1-(S)-tert-butyl (1-(4-ethynyl-2-(2-hydroxyethoxy)phenyl)ethyl)carbamate C(#C)C1=CC(=C(C=C1)[C@H](C)NC(OC(C)(C)C)=O)OCCO